C(C)(C)(C)OC(=O)N1[C@@H](CN([C@H](C1)C)C=1C2=C(N=CN1)N(C=C2C2=C(C=CC=C2)F)C=2C=NN(C2)C)C (2r,5s)-4-(5-(2-fluorophenyl)-7-(1-methyl-1H-pyrazol-4-yl)-7H-pyrrolo[2,3-d]pyrimidin-4-yl)-2,5-dimethylpiperazine-1-carboxylic acid tert-butyl ester